Methyl 3-benzyl-1-(6-bromo-7-fluoro-3-nitroquinolin-4-yl)cyclobutanecarboxylate C(C1=CC=CC=C1)C1CC(C1)(C(=O)OC)C1=C(C=NC2=CC(=C(C=C12)Br)F)[N+](=O)[O-]